(S)-3-((benzyloxy)methyl)-4-ethyl-1-(1-((tetrahydro-2H-pyran-4-yl)oxy)-8-((1,1,1-trifluoropropan-2-yl)oxy)isoquinolin-6-yl)-1H-1,2,4-triazol-5(4H)-one C(C1=CC=CC=C1)OCC1=NN(C(N1CC)=O)C=1C=C2C=CN=C(C2=C(C1)O[C@H](C(F)(F)F)C)OC1CCOCC1